COC1=C(C=CC(=C1)[N+](=O)[O-])OC1=CC=CC=C1 2-Methoxy-4-nitro-1-phenoxybenzene